C(C=C)N(C(C(=O)OCC)=O)CC=1N=NC(=CC1)C1=CC=CC=C1 ethyl 2-(allyl ((6-phenylpyridazin-3-yl) methyl) amino)-2-oxoacetate